(1,3-diisopropylimidazol-2-ylidene)(3-chloropyridyl)palladium dichloride C(C)(C)N1C(N(C=C1)C(C)C)=[Pd](C1=NC=CC=C1Cl)(Cl)Cl